NC1=C(C2=C(S1)C(C(CC2)(C2=CC=CC=C2)CC#N)=O)C(=O)O 2-Amino-6-(cyanomethyl)-7-oxo-6-phenyl-4,5,6,7-tetrahydrobenzo[b]thiophene-3-carboxylic acid